11-Chlorobenzo[b]naphtho[2,3-d]thiophene ClC1=C2C=CC=CC2=CC2=C1C1=C(S2)C=CC=C1